Diazabicyclo[2.2.2]octane C1CN2CCC1CN2